sodium 2,4,6-trimethylphenyl-sulphonate CC1=C(C(=CC(=C1)C)C)S(=O)(=O)[O-].[Na+]